C(C1=CC=CC=C1)[C@@H]1COCCN1C1=CC2=C(C=N1)C(=NN2)C=2C=C(C(=C(C2O)O)F)C(F)(F)F (R)-6-(6-(3-Benzylmorpholino)-1H-pyrazolo[4,3-c]pyridin-3-yl)-3-fluoro-4-(trifluoromethyl)benzene-1,2-diol